3-Amino-2,6-dichloro-N-(2,4-difluorophenyl)benzamide NC=1C(=C(C(=O)NC2=C(C=C(C=C2)F)F)C(=CC1)Cl)Cl